CP(C1=C2N=CC=NC2=CC=C1NC=1C2=C(N=C(N1)NC1=C(C=C(C(=C1)C)N1CCOCC1)OCC(F)(F)F)NC=C2)(C)=O Dimethyl-(6-((2-((5-methyl-4-morpholino-2-(2,2,2-trifluoroethoxy)phenyl)amino)-7H-pyrrolo[2,3-d]pyrimidin-4-yl)amino)quinoxalin-5-yl)phosphine oxide